CC=1C=C2CCC(C2=CC1)NC(OC(C)(C)C)=O tert-butyl (5-methyl-2,3-dihydro-1H-inden-1-yl)carbamate